C(\C=C\C(=O)O)(=O)O.N1=CC=CC(=C1)C1N(C)CCC1 nicotine monofumarate